N1N=CC=2C1=NC=C(C2)C#CC=2C=C(C(=O)NC1=CC=C3C(=NC=NC3=C1)N1CCN(CC1)CC)C=CC2C 3-((1H-pyrazolo[3,4-b]pyridin-5-yl)ethynyl)-N-(4-(4-ethylpiperazin-1-yl)quinazolin-7-yl)-4-methylbenzamide